CC(=O)C1=NC=CC2=C1NC3=C2C=CC(=C3)OC Acetylnorharmin